N-(3-fluoro-4-((6-methoxy-7-(3-(oxetan-3-ylamino)propoxy)quinolin-4-yl)oxy)phenyl)-5-(4-fluorophenyl)-6-oxo-2,3,5,6-tetrahydrofuro[3,2-c]pyridine-7-carboxamide FC=1C=C(C=CC1OC1=CC=NC2=CC(=C(C=C12)OC)OCCCNC1COC1)NC(=O)C1=C2C(=CN(C1=O)C1=CC=C(C=C1)F)CCO2